[S].CN(CC=C)CC=C methyl-diallylamine sulfur